CC(=C)C(C(CCCC)=O)(C)C 2,3,3-trimethyloct-1-en-4-one